[Cl-].C(CCCCCCCCCCCCCCCCC)[N+](C)(C)C stearyltrimethylammonium chloride